1-(2-fluorobenzyl)-1H-tetrazol FC1=C(CN2N=NN=C2)C=CC=C1